1-(((6-(4-chlorophenyl)-8-(1-methyl-1H-pyrazol-4-yl)-[1,2,4]triazolo[4,3-a]pyrazin-3-yl)amino)methyl)cyclobutan-1-ol ClC1=CC=C(C=C1)C=1N=C(C=2N(C1)C(=NN2)NCC2(CCC2)O)C=2C=NN(C2)C